[Si](C)(C)(C(C)(C)C)OC1CC(C1)N1C(=NC2=NC=CC=C21)C(F)(F)F 1-(3-((tert-butyldimethylsilyl)oxy)cyclobutyl)-2-(trifluoromethyl)-1H-imidazo[4,5-b]pyridine